phenyl 2-[[(3S)-3-[[(1S)-1-cyano-2-[(3S)-2-oxopyrrolidin-3-yl]ethyl]carbamoyl]-5-oxo-2,3-dihydro-1H-indolizin-6-yl]amino]acetate C(#N)[C@H](C[C@H]1C(NCC1)=O)NC(=O)[C@@H]1CCC2=CC=C(C(N12)=O)NCC(=O)OC1=CC=CC=C1